(1R,3S,5R)-2-(2-(3-acetyl-5-(2-hydroxypyrimidin-5-yl)-1H-indazol-1-yl)acetyl)-N-(6-bromo-3-methylpyridin-2-yl)-5-methyl-2-azabicyclo[3.1.0]hexane-3-carboxamide C(C)(=O)C1=NN(C2=CC=C(C=C12)C=1C=NC(=NC1)O)CC(=O)N1[C@@H]2C[C@@]2(C[C@H]1C(=O)NC1=NC(=CC=C1C)Br)C